CN1[C@H]2[C@@H]3C=C[C@@H]([C@H]4[C@@]3(C=3C(=C(C=CC3C2)O)O4)CC1)O 4,5α-Epoxy-17-methyl-7-morphinen-3,6α-diol